[Si](C)(C)(C(C)(C)C)OCC1=CC=C(C=O)C=C1 4-[[tert-butyl(dimethyl)silyl]oxymethyl]benzaldehyde